4-methyl-1-({2-[4-(propan-2-yl)piperazin-1-yl]phenyl}carbamoyl)piperidine-4-carboxylic acid ethyl ester C(C)OC(=O)C1(CCN(CC1)C(NC1=C(C=CC=C1)N1CCN(CC1)C(C)C)=O)C